tert-butyl 3-[4-[4-chloro-7-(4-fluoro-2-methoxy-phenyl)thiazolo[4,5-c]pyridin-6-yl]pyrazol-1-yl]azetidine-1-carboxylate ClC1=NC(=C(C2=C1N=CS2)C2=C(C=C(C=C2)F)OC)C=2C=NN(C2)C2CN(C2)C(=O)OC(C)(C)C